N-ethyl-1,2,5,6-tetrahydropyridine-3-carboxamide C(C)NC(=O)C=1CNCCC1